C(CC)(=O)OCCC(CCCCC)C1=CC(=C(C(=C1)C(C)C)O)C(C)C 3-(4-hydroxy-3,5-diisopropylphenyl)octyl propionate